N-methyl-3-[4-(2-methylpropanoylamino)phenyl]imidazo[1,2-a]pyrazine-6-carboxamide CNC(=O)C=1N=CC=2N(C1)C(=CN2)C2=CC=C(C=C2)NC(C(C)C)=O